Cl.OC1=CC=C(C(C(C)NCCC2=CC=C(C=C2)O)O)C=C1 p-hydroxy-alpha-[1-[(p-hydroxyphenylethyl)amino]ethyl]benzyl alcohol hydrochloride